isopropyl ((((1S,4R)-4-(2-amino-6-chloro-9H-purin-9-yl)cyclopent-2-en-1-yl)methoxy)(2-(pivaloylthio) ethoxy)phosphoryl)-L-alaninate NC1=NC(=C2N=CN(C2=N1)[C@H]1C=C[C@H](C1)COP(=O)(OCCSC(C(C)(C)C)=O)N[C@@H](C)C(=O)OC(C)C)Cl